C(=O)(OC(C)(C)C)N[C@@H](CS)C(=O)O boc-cysteine